2-(triazol-2-yl)benzoic acid C1=CC=C(C(=C1)C(=O)O)N2N=CC=N2